4-methoxyphenyl 3,6-di-O-benzyl-2-deoxy-2-(1,3-dioxo-1,3-dihydro-2H-isoindol-2-yl)-4-O-(2,3,4,6-tetra-O-acetyl-β-D-galactopyranosyl)-β-D-glucopyranoside C(C1=CC=CC=C1)O[C@@H]1[C@H]([C@H](OC2=CC=C(C=C2)OC)O[C@@H]([C@H]1O[C@H]1[C@H](OC(C)=O)[C@@H](OC(C)=O)[C@@H](OC(C)=O)[C@H](O1)COC(C)=O)COCC1=CC=CC=C1)N1C(C2=CC=CC=C2C1=O)=O